N-t-butoxycarbonyl-2-(2-hydroxyethyl)piperidine tert-butyl-(2S)-4-[3-(4-bromophenyl)-4,4,4-trifluoro-3-hydroxy-butyl]sulfanyl-2-(tert-butoxycarbonylamino)butanoate C(C)(C)(C)OC([C@H](CCSCCC(C(F)(F)F)(O)C1=CC=C(C=C1)Br)NC(=O)OC(C)(C)C)=O.C(C)(C)(C)OC(=O)N1C(CCCC1)CCO